(S)-N-(1-Methylbutyl)glycin C[C@@H](CCC)NCC(=O)O